(R)-1-(2-chloropyridin-3-yl)ethyl (4-(5-((1r,3R)-3-hydroxycyclobutane-1-carboxamido)pyridin-2-yl)-1-methyl-1H-1,2,3-triazol-5-yl)carbamate OC1CC(C1)C(=O)NC=1C=CC(=NC1)C=1N=NN(C1NC(O[C@H](C)C=1C(=NC=CC1)Cl)=O)C